OC(COC(C1=CC=C(C=C1)CC)=O)C.BrC=1C=C(C=C(C1)Br)C(C)=O 1-(3,5-dibromophenyl)ethanone 2-hydroxy-n-propyl-4-ethylbenzoate